C1C(=CC2=CC=CC=C12)C1=CC=C(C=C1)C(C(C)=NO)=O (4-(1H-inden-2-yl)phenyl)-2-(hydroxyimino)propan-1-one